N-(1,2-dimethylpiperidin-4-yl)-4-(1H-imidazol-1-yl)picolinamide CN1C(CC(CC1)NC(C1=NC=CC(=C1)N1C=NC=C1)=O)C